C(C1=CC=CC=C1)(=O)NC=1C=2C=CN([C@H]3[C@](O)([C@H](O)[C@@H](CO)O3)C)C2N=CN1 N6-benzoyl-7-deaza-2'-C-methyladenosine